COC(=O)C1C(CC2(CCC3=CC=CC=C23)CC1)=O 3-oxo-2',3'-dihydrospiro[cyclohexane-1,1'-indene]-4-carboxylic acid methyl ester